NCC(C)(C)NC(=O)C1=NC(=CN=C1)C=1NC2=CC=CC=C2C1C N-(1-amino-2-methylpropan-2-yl)-6-(3-methyl-1H-indol-2-yl)pyrazine-2-carboxamide